BrC=1C(=NC(=NC1)NC1=C(C=C(C(=C1)Br)N1CCC(CC1)N1CCN(CC1)C)Cl)NC1=CC2=C(CCO2)C=C1N(S(=O)(=O)C)C N-(6-((5-bromo-2-((5-bromo-2-chloro-4-(4-(4-methylpiperazin-1-yl)piperidine-1-yl)phenyl)amino)pyrimidin-4-yl)amino)-2,3-dihydrobenzofuran-5-yl)-N-methylmethanesulfonamide